The molecule is the tricarboxylic acid monoanion that is the conjugate base of (S,S,S)-nicotianamine, resulting from deprotonation of the central carboxy group and zwitterion formation of the other two. One of two major microspecies at physiological pH. It is a conjugate base of a (S,S,S)-nicotianamine. C1C[NH+]([C@@H]1C(=O)[O-])CC[C@@H](C(=O)[O-])NCC[C@@H](C(=O)[O-])[NH3+]